C12CC(CC(CC1)O2)C=2N=C(N1C(=NC=CC12)N)C1=CC=C(C=C1)OC1=CC=CC=C1 1-(8-oxabicyclo[3.2.1]octan-3-yl)-3-(4-phenoxyphenyl)imidazo[1,5-c]pyrimidin-5-amine